(R)-N-(2-((R)-2,6-dioxopiperidin-3-yl)-1-oxoisoindolin-5-yl)-2-(trifluoromethyl)indoline-1-carboxamide O=C1NC(CC[C@H]1N1C(C2=CC=C(C=C2C1)NC(=O)N1[C@H](CC2=CC=CC=C12)C(F)(F)F)=O)=O